C1OC2=CSC(=C2OC1)Br 3,4-ethylenedioxy-5-bromothiophene